BrC1=CC=C(OC[C@@H]2OC2)C=C1 (R)-2-((4-bromophenoxy)methyl)oxirane